2-(3-bromophenyl)-4-oxo-4H-3,1-benzoxazin-6-yl acetate C(C)(=O)OC=1C=CC2=C(C(OC(=N2)C2=CC(=CC=C2)Br)=O)C1